methylthiomethyl-pyridinium CSC[N+]1=CC=CC=C1